3-methyl-2-(oct-2,5-dien-2-yl)cyclopent-2-en-1-one CC1=C(C(CC1)=O)C(C)=CCC=CCC